O1[C@@H]([C@@H](O)C(=O)C=2C(O)=CC(O)=CC12)C1=CC=C(O)C=C1 (2r,3r)-dihydrokaempferol